CC1(N(CCN(C1)C1=C2C(=NC=C1)N(CC2)C(NC=2C=CC=1N(C2)N=C(N1)C)=O)C(=O)OC(C)(C)C)C tert-butyl 2,2-dimethyl-4-(1-((2-methyl-[1,2,4]triazolo[1,5-a]pyridin-6-yl)carbamoyl)-2,3-dihydro-1H-pyrrolo[2,3-b]pyridin-4-yl)piperazine-1-carboxylate